(S)-1-[2-(Benzo[d]isoxazol-3-yl)phenyl]-2-(6-ethylpyridine-2-yl)ethan-1-amine hydrochloride Cl.O1N=C(C2=C1C=CC=C2)C2=C(C=CC=C2)[C@H](CC2=NC(=CC=C2)CC)N